tert-butyl (2,4-dimethyl-3-cyclohexen-1-yl) ketone CC1C(CCC(=C1)C)C(=O)C(C)(C)C